[N-(4-Amino-5-benzoylthiazol-2-yl)-4-chloro-3-(difluoromethoxy)anilino]propanamid NC=1N=C(SC1C(C1=CC=CC=C1)=O)N(C1=CC(=C(C=C1)Cl)OC(F)F)C(C(=O)N)C